2,3-Pentandiol CC(C(CC)O)O